CC1(C(C2=CC=C(C=C2C1)C1=CC(=C(C=C1)N1CCOCC1)C)NC(O[C@@H]1CN2CCC1CC2)=O)C (S)-quinuclidin-3-yl (2,2-dimethyl-5-(3-methyl-4-morpholinophenyl)-2,3-dihydro-1H-inden-1-yl)carbamat